ClC1=NC(=CC(=C1)[C@H]1[C@@H](N(CCN1S(=O)(=O)C)C(=O)OC(C)(C)C)C)C1=NC=NC(=C1)C(NC)=O trans-tert-butyl 3-(2-chloro-6-(6-(methylcarbamoyl)pyrimidin-4-yl)pyridin-4-yl)-2-methyl-4-(methylsulfonyl)piperazine-1-carboxylate